C(C)(C)(C)NC1=NC(=NC=C1C(=O)N)N[C@H]1C[C@@](CCC1)(C)O 4-(tert-butylamino)-2-((1R,3S)-3-hydroxy-3-methylcyclohexylamino)pyrimidine-5-carboxamide